CC1=C(C=C(C=C1)NC(=O)C1=CC2=C(OCCO2)C=C1)[N+](=O)[O-] N-(4-methyl-3-nitrophenyl)-2,3-dihydrobenzo[b][1,4]dioxine-6-carboxamide